tert-Butyl {(2S)-1-[({[(2S,5R)-6-benzyloxy-7-oxo-1,6-diazabicyclo[3.2.1]oct-2-yl]carbonyl}amino)oxy]propan-2-yl}carbamate C(C1=CC=CC=C1)ON1[C@@H]2CC[C@H](N(C1=O)C2)C(=O)NOC[C@H](C)NC(OC(C)(C)C)=O